N-(2-(4,4-difluorocyclohexyl)-4-(2,5-difluorophenyl)pyridin-3-yl)-5-methylnicotinamide FC1(CCC(CC1)C1=NC=CC(=C1NC(C1=CN=CC(=C1)C)=O)C1=C(C=CC(=C1)F)F)F